C1(CCC1)N1C[C@@H](C=CC1)O (R)-1-cyclobutyl-1,2,3,6-tetrahydropyridin-3-ol